N[C@@H]1CN(C[C@H]1NC(C1=CC=C(C=C1)C(C1=C(C=CC=C1F)OCOCC)=O)=O)C(=O)OC(C)(C)C tert-butyl (3R,4R)-3-amino-4-(4-(2-(ethoxymethoxy)-6-fluorobenzoyl)benzamido)pyrrolidine-1-carboxylate